1-methyl-N-(2-oxo-2-(4-(5-(trifluoromethyl)-1,2,4-oxadiazol-3-yl)phenyl)ethyl)-1H-imidazole-4-sulfonamide CN1C=NC(=C1)S(=O)(=O)NCC(C1=CC=C(C=C1)C1=NOC(=N1)C(F)(F)F)=O